4-(2-(2-(2-isopropylphenyl)-4-((5,6,7,8-tetrahydronaphthalen-2-yl)methyl)piperazin-1-yl)-7-azaspiro[3.5]nonan-7-yl)benzamide C(C)(C)C1=C(C=CC=C1)C1N(CCN(C1)CC1=CC=2CCCCC2C=C1)C1CC2(C1)CCN(CC2)C2=CC=C(C(=O)N)C=C2